(3-methyl-1,2-benzoxazol-6-yl)methan-amine CC1=NOC2=C1C=CC(=C2)CN